C[N+]1(CCCC2CCCCC12)C 1,1-dimethyldecahydroquinolinium